OC1CCC(CC1)NC1=C(C(=O)N)C=CC(=C1)N1C=CC2=C1N=CN=C2NC2=CC=CC1=CC=CC=C21 2-(((1r,4r)-4-hydroxycyclohexyl)amino)-4-(4-(naphthalen-1-ylamino)-7H-pyrrolo[2,3-d]pyrimidin-7-yl)benzamide